C=C1CN2CC3(CC2(C1)C(=O)OC)CC3 methyl 6'-methylenedihydro-1'H,3'H-spiro[cyclopropane-1,2'-pyrrolizine]-7a'(5'H)-carboxylate